BrC=1SC(=NN1)CS(=O)(=O)C 2-bromo-5-(methanesulfonylmethyl)-1,3,4-thiadiazole